2-{1-[(tert-butoxy)carbonyl]acridin-3-yl}-1,3-oxazole-4-carboxylic acid C(C)(C)(C)OC(=O)C1=CC(=CC2=NC3=CC=CC=C3C=C12)C=1OC=C(N1)C(=O)O